ClC1=CC=C(C=C1)[C@H]1NC(=NOC1)C1=C(N=NC(=C1)C)OC1=CC(=CC=C1)C(F)(F)F |r| rac-5-(4-chlorophenyl)-3-[6-methyl-3-[3-(trifluoromethyl)phenoxy]pyridazin-4-yl]-5,6-dihydro-4H-1,2,4-oxadiazine